isopropyl (methyl)acrylate CC(C(=O)OC(C)C)=C